O1CCN(CC1)C1=CC=C(C=N1)O 6-morpholinopyridin-3-ol